1,3,9-dodecenetriol C(=CC(CCCCCC(CCC)O)O)O